N-[(2,4-dimethoxyphenyl)methyl]-4-[2-[2-ethyl-4-[(4-methoxyphenyl)-methoxy]-5-methyl-pyrazol-3-yl]-5-(hydroxymethyl)oxazol-4-yl]-1-methyl-pyrazolo[4,3-c]-pyridine-6-carboxamide COC1=C(C=CC(=C1)OC)CNC(=O)C1=CC2=C(C(=N1)C=1N=C(OC1CO)C=1N(N=C(C1OCC1=CC=C(C=C1)OC)C)CC)C=NN2C